1,3,5-tris(3,5-di-tert-butyl-4-hydroxyphenyl-methyl)-2,4,6-trimethylbenzene C(C)(C)(C)C=1C=C(C=C(C1O)C(C)(C)C)CC1=C(C(=C(C(=C1C)CC1=CC(=C(C(=C1)C(C)(C)C)O)C(C)(C)C)C)CC1=CC(=C(C(=C1)C(C)(C)C)O)C(C)(C)C)C